FC1=C(C(=CC=C1)F)C(CC(=O)OCC)C(C1=CC(=CC(=C1)OC)OC)=O ethyl β-(2,6-difluorophenyl)-3,5-dimethoxy-γ-oxobenzenebutanoate